C(#N)C=1C=C2C(C(N(C2=CC1)C1CCN(CC1)C1(CCCCC1)C(C)C)=O)NC(C(C)C)=O N-(5-cyano-1-(1-((1s,4s)-isopropylcyclohexyl)piperidin-4-yl)-2-oxoindolin-3-yl)isobutyramide